COC1=CC(=C(C=C1OC)NC(=O)C=1C=NC2=CC=CC=C2C1)C(NC1=CC=C(C=C1)CCN(CC=1C=C2C=NN(C2=CC1)C)CC=1C=NC=C(C1)OCCOC)=O N-(4,5-Dimethoxy-2-((4-(2-(((5-(2-methoxyethoxy)pyridin-3-yl)methyl)((1-methyl-1H-indazol-5-yl)methyl)amino)ethyl)phenyl)carbamoyl)phenyl)quinoline-3-carboxamide